FC1=CC=C(CN2CC3=C(C(CC2)(C)C)C=CC(=C3)C3=CC=C(C=C3)C(F)(F)F)C=C1 2-(4-fluorobenzyl)-5,5-dimethyl-8-(4-(trifluoromethyl)phenyl)-2,3,4,5-tetrahydro-1H-benzo[c]azepine